(1-ethoxy-4-hydroxy-7-(4-phenoxyphenoxy)isoquinoline-3-carbonyl)glycine C(C)OC1=NC(=C(C2=CC=C(C=C12)OC1=CC=C(C=C1)OC1=CC=CC=C1)O)C(=O)NCC(=O)O